tert-Butyl 2-(3-(5-(2-chloro-6-cyano-4-(1-(4-((2-(methanesulfonamido)pyrimidin-4-yl) methoxy)phenyl)-1-methyl-ethyl)phenoxy)pentoxy)propoxy)acetate ClC1=C(OCCCCCOCCCOCC(=O)OC(C)(C)C)C(=CC(=C1)C(C)(C)C1=CC=C(C=C1)OCC1=NC(=NC=C1)NS(=O)(=O)C)C#N